CCCCCCCCCCCCCCCCCC(C(=O)N[C@@H](CO)[C@@H](/C=C/CCCCCCCCCC(C)C)O)O The molecule is an N-acyl-15-methylhexadecasphing-4-enine in which the acyl group has 19 carbons and 0 double bonds and is 2-hydroxylated. It derives from a 15-methylhexadecasphing-4-enine.